(R)-N-(1,1-Dioxido-2,3-dihydrothiophen-3-yl)-2-oxo-7-(trifluoromethoxy)-1,2-dihydroquinoline-3-carboxamide O=S1(C[C@@H](C=C1)NC(=O)C=1C(NC2=CC(=CC=C2C1)OC(F)(F)F)=O)=O